FC1(OC2=C(O1)C=C(C(=C2)C(=O)NC2=CC(=C(C=C2)F)C(F)(F)F)NC(C2=C(C=CC(=C2)C2CN(CCC2)S(=O)(=O)C)OC)=O)F 2,2-difluoro-N-(4-fluoro-3-(trifluoromethyl)phenyl)-6-(2-methoxy-5-(1-(methylsulfonyl)piperidin-3-yl)benzamido)benzo[d][1,3]dioxole-5-carboxamide